thymineate N1C(=O)NC(=O)C(CC(=O)[O-])=C1